FC1=C(CC2(N=C(C=3C(=N2)N(NC3)C)NC3=NNC(=C3)C)N)C=CC(=C1)F 6-(2,4-difluorobenzyl)-1-methyl-N4-(5-methyl-1H-pyrazol-3-yl)-1H-pyrazolo[3,4-d]Pyrimidine-4,6-diamine